[C@H]12C(C[C@H](CC1)C2)NC(=O)NC2=NC1=CC(=CC=C1C=N2)NC(CO)C2=CC=CC=C2 1-((1S,4R)-bicyclo[2.2.1]heptan-2-yl)-3-(7-((2-hydroxy-1-phenylethyl)amino)quinazolin-2-yl)urea